4-chloro-N-((1S,2R)-2-(3-(1-(difluoromethyl)-1H-pyrazol-4-yl)-6-fluoro-2-methylphenyl)-1-(5-oxo-4,5-dihydro-1,3,4-oxadiazol-2-yl)propyl)-2-methoxybenzenesulfonamide ClC1=CC(=C(C=C1)S(=O)(=O)N[C@@H]([C@H](C)C1=C(C(=CC=C1F)C=1C=NN(C1)C(F)F)C)C=1OC(NN1)=O)OC